OC1OCCC1 hydroxy-tetrahydrofurane